5,8-dibromo-2,3-dimethylquinoxaline BrC1=C2N=C(C(=NC2=C(C=C1)Br)C)C